FC1=CC=C2C=C(C=C(C2=C1C#C[Si](C(C)C)(C(C)C)C(C)C)C1=CC=C2C=NC=NC2=C1)O[Si](C(C)C)(C(C)C)C(C)C 7-(7-fluoro-8-((triisopropylsilyl)ethynyl)-3-((triisopropylsilyl)oxy)naphthalen-1-yl)quinazoline